COC([C@@H](NC([C@@H](NC(=O)OC(C)(C)C)C)=O)CS)=O (tert-butoxycarbonyl)-L-alanyl-L-cysteine methyl ester